C1(=CC=CC=C1)C(NC(C(=C)C)=O)C1=CC=CC=C1 N-diphenylmethyl-methacrylamide